1-isopropyl-N-((S)-1-((1r,4S)-4-methylcyclohexyl)-2-oxo-2-((4-(((3R,5S)-2-oxo-5-(trifluoromethyl)pyrrolidin-3-yl)oxy)pyridin-2-yl)amino)ethyl)-1H-pyrazole-5-carboxamide C(C)(C)N1N=CC=C1C(=O)N[C@H](C(NC1=NC=CC(=C1)O[C@H]1C(N[C@@H](C1)C(F)(F)F)=O)=O)C1CCC(CC1)C